ClC=1C=C(C=CC1)N(S(=O)(=O)N1CCS(CC1)(=O)=N)CC1=C(C=C(C=C1)C=1OC(=NN1)C(F)F)F N-(3-chlorophenyl)-N-[[4-[5-(difluoromethyl)-1,3,4-oxadiazol-2-yl]-2-fluoro-phenyl]methyl]-1-imino-1-oxo-1,4-thiazinan-4-sulfonamide